FC=1C=C(C#N)C=C(C1)OC1=CC=C2C=3[C@](C[C@H](C13)F)(C(C2(F)F)(F)F)O 3-fluoro-5-(((1R,2aR)-1,3,3,4,4-pentafluoro-2a-hydroxy-2,2a,3,4-tetrahydro-1H-cyclopenta[cd]inden-7-yl)oxy)benzonitrile